O1CCC(CC1)COC1=CC=C(C=C1)C1=CC=CN2C1=NS(CC2)(=O)=O 9-[4-(tetrahydro-2H-pyran-4-ylmethoxy)phenyl]-3,4-dihydropyrido[2,1-c][1,2,4]thiadiazine 2,2-dioxide